(2R)-N-(trans-4-aminocyclohexyl)-6-chloro-4-oxo-3,4-dihydro-2H-1-benzopyran-2-carboxamide Benzyl-(trans-4-aminocyclohexyl)carbamate C(C1=CC=CC=C1)N(C(O)=O)[C@@H]1CC[C@H](CC1)N.N[C@@H]1CC[C@H](CC1)NC(=O)[C@@H]1OC2=C(C(C1)=O)C=C(C=C2)Cl